5-bromomethyl-2-nitro-pyridine BrCC=1C=CC(=NC1)[N+](=O)[O-]